[Na+].C=1(C(=CC=CC1O)S(=O)(=O)[O-])C.C=O formaldehyde cresolsulfonate sodium salt